Tin nitrate [N+](=O)([O-])[O-].[Sn+4].[N+](=O)([O-])[O-].[N+](=O)([O-])[O-].[N+](=O)([O-])[O-]